CC(CNC(OC(C)(C)C)=O)(CNS(=O)(=O)C1=CC=C(C=C1)[N+](=O)[O-])C tert-butyl (2,2-dimethyl-3-((4-nitrophenyl)sulfonamido)propyl)carbamate